CC1(CN(CC1)C([C@H](CC(=O)O)N(C)C(=O)OCC1C2=CC=CC=C2C=2C=CC=CC12)=O)C (3S)-4-(3,3-dimethylpyrrolidin-1-yl)-3-[9H-fluoren-9-ylmethoxycarbonyl-(methyl)amino]-4-oxobutanoic acid